C1NCCCC2=C1OC1=C2C=CC=C1 2,3,4,5-tetrahydro-1H-benzofuro[2,3-c]azepine